CC(C(=O)NCC(=O)OC)(CO[N+](=O)[O-])C methyl (2,2-dimethyl-3-(nitrooxy)propanoyl)glycinate